C(#C)C1(CCOCC1)C 4-ethynyl-4-methyl-tetrahydropyran